(3-hydroxypyrrolidin-1-yl)((1R,4r)-4-(4-((R)-3-((2,5,7-trimethyl-[1,2,4]triazolo[1,5-a]pyrimidin-6-yl)oxy)pyrrolidin-1-yl)phenyl)cyclohexyl)methanone OC1CN(CC1)C(=O)C1CCC(CC1)C1=CC=C(C=C1)N1C[C@@H](CC1)OC=1C(=NC=2N(C1C)N=C(N2)C)C